3-amino-4-fluoro-N-(pyridin-3-ylmethyl)benzamide NC=1C=C(C(=O)NCC=2C=NC=CC2)C=CC1F